5-chloro-6-(1-(oxetan-3-yl)piperidin-4-yl)-1-(1H-pyrazol-4-yl)-1H-indazole ClC=1C=C2C=NN(C2=CC1C1CCN(CC1)C1COC1)C=1C=NNC1